((5'-methyl-4-pentyl-1',2',3',4'-tetrahydro-[1,1'-biphenyl]-2,6-diyl)bis(oxy))bis(methylene)bis(2-ethylbutanoate) CC=1CCCC(C1)C1=C(C=C(C=C1OCC(C(=O)[O-])(CC)CC)CCCCC)OCC(C(=O)[O-])(CC)CC